C(CCCC)(N)N.C(C1=CC=C(C(=O)O)C=C1)(=O)O terephthalic acid pentanediamine salt